CC1CNCCO1 2-methylmorpholine